ClC=1C=CC2=C(C=3C(=NC=CC3)C3=C(O2)C=CC=C3)C1 6-Chlorodibenzo[2,3:6,7]oxepino[4,5-b]pyridine